1-(3-Chloro-5-cyanophenyl)-6-(2-methyl-1-oxo-1,2,3,4-tetrahydroisoquinolin-7-yl)-7-oxo-4,5,6,7-tetrahydro-1H-pyrazolo[3,4-c]pyridine-3-carboxylic acid ClC=1C=C(C=C(C1)C#N)N1N=C(C2=C1C(N(CC2)C2=CC=C1CCN(C(C1=C2)=O)C)=O)C(=O)O